(rac)-2-(1-methylpyrrolidin-2-yl)ethan-1-ol CN1[C@H](CCC1)CCO |r|